CN1N=C2N(C3=CC=CC=C3C2=C1)CC1=CC(=CC=C1)C(F)(F)F 2-methyl-8-{[3-(trifluoromethyl)phenyl]Methyl}-2H,8H-pyrazolo[3,4-b]Indole